2-(3-Chloro-4-((5-(isoquinolin-6-yl)-2H-tetrazol-2-yl)methyl)phenyl)-5-(difluoromethyl)-1,3,4-oxadiazole ClC=1C=C(C=CC1CN1N=C(N=N1)C=1C=C2C=CN=CC2=CC1)C=1OC(=NN1)C(F)F